1-Chloroisoquinoline-3-carboxylic acid ClC1=NC(=CC2=CC=CC=C12)C(=O)O